BrC1=CC(=C(C(=C1)F)N1C=2N(C(C1=O)(C)C)C=CN2)F 1-(4-Bromo-2,6-difluoro-phenyl)-3,3-dimethyl-1H-imidazo[1,2-a]imidazol-2-one